7-[2-[[4-[2-[7-(2-octyldecanoyloxy)heptyl-[8-(1-octylnonoxy)-8-oxo-octyl] amino]ethylamino]-4-oxo-butanoyl]amino]ethyl-[8-(1-octylnonoxy)-8-oxo-octyl]amino]heptyl 2-octyldecanoate C(CCCCCCC)C(C(=O)OCCCCCCCN(CCCCCCCC(=O)OC(CCCCCCCC)CCCCCCCC)CCNC(CCC(=O)NCCN(CCCCCCCC(=O)OC(CCCCCCCC)CCCCCCCC)CCCCCCCOC(C(CCCCCCCC)CCCCCCCC)=O)=O)CCCCCCCC